2-(4-(Tert-butyl)piperidin-1-yl)-N-((2-(2,6-dioxopiperidin-3-yl)-1-oxoisoindolin-4-yl)methyl)-2-oxoacetamide C(C)(C)(C)C1CCN(CC1)C(C(=O)NCC1=C2CN(C(C2=CC=C1)=O)C1C(NC(CC1)=O)=O)=O